3-(4-cyano-3-(trifluoromethyl)phenyl)-5,5-dimethyl-2,4-dioxoimidazolin-1-ylacetamide C(#N)C1=C(C=C(C=C1)N1C(N(C(C1=O)(C)C)CC(=O)N)=O)C(F)(F)F